ClC=1C(=C2C=NNC2=C(C1F)C(C)N(C(C)=O)C)C=1N=CC=2N(C1)C=C(N2)NC(=O)C2C(C2)F N-(6-(5-chloro-6-fluoro-7-(1-(N-methylacetamido)ethyl)-1H-indazol-4-yl)imidazo[1,2-a]pyrazin-2-yl)-2-fluorocyclopropane-1-carboxamide